Methyl (S)-3-(methoxymethyl)-2,3,4,5-tetrahydrobenzo[f][1,4]oxazepine-8-carboxylate COC[C@H]1COC2=C(CN1)C=CC(=C2)C(=O)OC